CN(CCOC1=C(C=C(C=C1)NC1=NC=C(C(=N1)C1=CN(C2=C(C=CC=C12)F)C)C(F)(F)F)NC(C)=O)C N-(2-(2-(dimethylamino)ethoxy)-5-((4-(7-fluoro-1-methyl-1H-indol-3-yl)-5-(trifluoromethyl)pyrimidin-2-yl)amino)phenyl)acetamide